BrC=1N=C(SC1)OC 4-bromo-2-methoxythiazole